[I-].N[N+]1=CC=CC=C1 1-aminopyridinium iodide